methyl 5-((2-((S)-2-((S)-2-((S)-2-amino-3-methylbutanamido)-3-methylbutanamido)-3-methylbutanamido)ethyl)carbamoyl)-4-methyl-2-(2-(o-tolyl)butanamido)thiophene-3-carboxylate N[C@H](C(=O)N[C@H](C(=O)N[C@H](C(=O)NCCNC(=O)C1=C(C(=C(S1)NC(C(CC)C1=C(C=CC=C1)C)=O)C(=O)OC)C)C(C)C)C(C)C)C(C)C